ClC=1C=C(SC1)C=1N=C(SC1N1CCN(CC1)C1CCCCC1)N 4-(4-chlorothiophene-2-yl)-5-(4-cyclohexyl-piperazine-1-yl)thiazole-2-amine